BrCC#CC1=CC=NC=C1 4-(3-bromopropane-1-yn-1-yl)pyridine